6-{4-Fluoro-2-[(piperidin-4-yl)oxy]-1,3-benzothiazol-6-yl}-2,8-dimethylimidazo[1,2-b]pyridazin FC1=CC(=CC2=C1N=C(S2)OC2CCNCC2)C=2C=C(C=1N(N2)C=C(N1)C)C